C(C)(C)[Si](OC1=CC=C(CP(OCC)(OCC)=O)C=C1)(C(C)C)C(C)C Diethyl (4-((triisopropylsilyl)oxy)benzyl)phosphonate